ClC=1C=C(CCN2CC(CCC2)CCC2=CC=C(C=C2)S(=O)(=O)C)C=CC1 1-(3-chlorophenethyl)-3-(4-(methylsulfonyl)phenethyl)piperidine